ClC=1C(=C2C(=NC1)NC(=N2)C2=C(C=C(C=C2)N2CCN(CC2)CCOC)F)NC2CCN(CC2)CC2CC2 6-Chloro-N-[1-(cyclopropylmethyl)piperidin-4-yl]-2-{2-fluoro-4-[4-(2-methoxyethyl)piperazin-1-yl]phenyl}-3H-imidazo[4,5-b]pyridin-7-amine